4-cyano-4-[[(dodecylthio)thiomethyl]thio]-Pentanoic acid C(#N)C(CCC(=O)O)(C)SCSSCCCCCCCCCCCC